(2S,3R)-3-hydroxy-2-((R)-5-isobutyryl-1-oxo-2,5-diazaspiro[3.4]octane-2-yl)butanamide O[C@@H]([C@@H](C(=O)N)N1C([C@@]2(C1)N(CCC2)C(C(C)C)=O)=O)C